N1N=CC2=NC=CC(=C21)N 1H-pyrazolo[4,3-b]pyridin-7-amine